Diethynyl(1-(2-(6-phenyl-1,2,4,5-tetrazin-3-yl)ethyl)-1H-1,2,3-triazol-4-yl)phosphine oxide C(#C)P(C=1N=NN(C1)CCC=1N=NC(=NN1)C1=CC=CC=C1)(C#C)=O